4-(4-(4-(4-(Dimethoxymethyl)piperidin-1-yl)phenyl)tetrahydro-2H-pyran-4-yl)phenol COC(C1CCN(CC1)C1=CC=C(C=C1)C1(CCOCC1)C1=CC=C(C=C1)O)OC